FC1=C(C=CC(=C1)N1N=CC=2C1=NC=C(C2)[C@@H](COC(C)C)O)CCC(=O)O (S)-3-(2-fluoro-4-(5-(1-hydroxy-2-isopropoxyethyl)-1H-pyrazolo[3,4-b]pyridin-1-yl)phenyl)propanoic acid